P(=O)(OCC1=CC=CC=C1)(OCC1=CC=CC=C1)OCC(C(C(=O)NCCC#N)(C)O)(C)C Dibenzyl (4-((2-cyanoethyl)amino)-3-hydroxy-2,2,3-trimethyl-4-oxobutyl) phosphate